2-(4-cyclopropyl-1H-imidazol-1-yl)-5-methylthiazole-4-carboxylic acid methyl ester COC(=O)C=1N=C(SC1C)N1C=NC(=C1)C1CC1